N-(2-cyclopropylpyridin-4-yl)-N-((5-(5-(difluoromethyl)-1,3,4-oxadiazol-2-yl)thiazol-2-yl)methyl)ethanesulfonamide C1(CC1)C1=NC=CC(=C1)N(S(=O)(=O)CC)CC=1SC(=CN1)C=1OC(=NN1)C(F)F